Methyl-6-(4-(4-(2-hydroxypyridin-4-yl)benzyl)-2,5-dimethylthiophene-3-carboxamido)spiro[3.3]heptane CC1CCC12CC(C2)NC(=O)C2=C(SC(=C2CC2=CC=C(C=C2)C2=CC(=NC=C2)O)C)C